7-keto-8-Aminopelargonic Acid O=C(CCCCCC(=O)O)C(C)N